Perfluorophenyl (16S,19S)-1-azido-16,19-bis(4-(3-(2-(2-azidoethoxy)ethoxy)propanamido)butyl)-9,14,17,20-tetraoxo-3,6,24,27,30,33-hexaoxa-10,15,18,21-tetraazahexatriacontan-36-oate N(=[N+]=[N-])CCOCCOCCC(NCCCC(N[C@H](C(N[C@H](C(NCCOCCOCCOCCOCCC(=O)OC1=C(C(=C(C(=C1F)F)F)F)F)=O)CCCCNC(CCOCCOCCN=[N+]=[N-])=O)=O)CCCCNC(CCOCCOCCN=[N+]=[N-])=O)=O)=O